COCCCC(C)C methoxy-4-methylpentan